CC1(C2C=CC(C1)C2)C(=O)O[Si](C(C)C)(C(C)C)C(C)C 5-methyl-5-triisopropylsiloxycarbonyl-2-norbornene